N1(N=CC=C1)CC1=CC2=C(C(=N1)OC)C(=NO2)NS(=O)(=O)C2=CC1=C(C(CO1)(C)C)C=C2OC N-(6-((1H-pyrazol-1-yl)methyl)-4-methoxyisoxazolo[4,5-c]pyridin-3-yl)-5-methoxy-3,3-dimethyl-2H-benzofuran-6-sulfonamide